2-(fluoromethylsulfonylamino)thiazole-4-carboxylic acid methyl ester COC(=O)C=1N=C(SC1)NS(=O)(=O)CF